N1C=CC2=CC=C(C=C12)NC1=NC=C(C(=N1)NC1=C(C=CC=C1)P(C)C)Cl (2-((2-((1H-indol-6-yl)amino)-5-chloropyrimidin-4-yl)amino)phenyl)dimethylphosphine